BrC=1C=NC(=C2C=CC=NC12)N[C@@H]1CN(C[C@@H]1F)C(=O)OC(C)(C)C tert-Butyl (3R,4S)-3-((8-bromo-1,6-naphthyridin-5-yl)amino)-4-fluoropyrrolidine-1-carboxylate